C(C)N(C=1OC2=C(N1)C=C(C=C2)NC(=O)C=2C=CC1=C(N(CCO1)C)C2)CC 4-methyl-3,4-dihydro-2H-benzo[1,4]oxazine-6-carboxylic acid (2-diethylamino-benzoxazol-5-yl)-amide